C(#C)C1=CN=CS1 5-ethynylthiazole